Tert-butyl N-[(1R,4R,7R)-3-[2-[1-(cyclopropylmethyl)-5-methyl-6-oxo-2-pyridyl]-7-methoxy-1-methyl-benzimidazole-5-carbonyl]-3-azabicyclo[2.2.1]heptan-7-yl]carbamate C1(CC1)CN1C(=CC=C(C1=O)C)C1=NC2=C(N1C)C(=CC(=C2)C(=O)N2C[C@H]1CC[C@@H]2[C@@H]1NC(OC(C)(C)C)=O)OC